di-n-butyl pimelate C(CCCCCC(=O)OCCCC)(=O)OCCCC